1-(1H-imidazol-2-yl)propan-1-one hydrogen chloride Cl.N1C(=NC=C1)C(CC)=O